C1(CC1)N1N=CC(=C1)C1=NN2C(O[C@@H](CC2)C)=C1C(=O)OCC Ethyl (5R)-2-(1-cyclopropylpyrazol-4-yl)-5-methyl-6,7-dihydro-5H-pyrazolo[5,1-b][1,3]oxazine-3-carboxylate